4-(oxazol-4-yl)-1,4-dihydro-5H-tetrazol-5-one O1C=NC(=C1)N1N=NNC1=O